C(OCC=1OC(OC1C)=O)(OC1=CC=C(C=C1)[N+](=O)[O-])=O (5-methyl-2-oxo-1,3-dioxol-4-yl)methyl (4-nitrophenyl) carbonate